FC1(CCC(CC1)C(=O)NO)F 4,4-difluoro-N-hydroxycyclohexane-1-carboxamide